(S)-2-((2-chloro-6-cyclopropyl-5,6,7,8-tetrahydropyrido[4,3-d]pyrimidin-4-yl)oxy)-1-fluoro-10-methyl-5,6,8,9,10,11-hexahydro-7H-pyrido[3',4':4,5]pyrrolo[2,3-f]isoquinolin-7-one ClC=1N=C(C2=C(N1)CCN(C2)C2CC2)OC=2N=CC=1CCC3=C(C1C2F)NC2=C3C(NC[C@@H]2C)=O